(2-Methyl-1H-tetrazol-5-yl)methyl(1-((3-chloro-4-fluorophenyl)carbamoyl)-2-methyl-2,4,5,6-tetrahydrocyclopenta[c]pyrrol-4-yl)carbamate CN1NC(=NN1)OC(N(C1CCC2=C(N(C=C21)C)C(NC2=CC(=C(C=C2)F)Cl)=O)C)=O